N-ethyl-3-amino-2-methylpropyltriethoxysilane C(C)NCC(C[Si](OCC)(OCC)OCC)C